CC1([C@@H]([C@H](CCC1)C)C(=O)NCC(C1=CC=CC=C1)=O)C (1R,6S)-2,2,6-trimethyl-N-(2-oxo-2-phenylethyl)cyclohexane-1-carboxamide